Cl.ClC1=NC=CC=2C(=CC=CC12)NC1CCNCC1 1-chloro-N-(piperidin-4-yl)isoquinolin-5-amine hydrochloride